4-(4-((1-(7-amino-2-(furan-2-yl)-[1,2,4]triazolo[1,5-a][1,3,5]triazin-5-yl)piperidin-3-yl)methyl)piperazin-1-yl)-N,N-dimethylpyridin-3-sulfonamide NC1=NC(=NC=2N1N=C(N2)C=2OC=CC2)N2CC(CCC2)CN2CCN(CC2)C2=C(C=NC=C2)S(=O)(=O)N(C)C